3-(5-(1-benzyl-2,6-dimethylpiperidin-4-yl)-1-oxoisoindolin-2-yl)piperidine-2,6-dione hydrochloride Cl.C(C1=CC=CC=C1)N1C(CC(CC1C)C=1C=C2CN(C(C2=CC1)=O)C1C(NC(CC1)=O)=O)C